C(=O)(OC(C)(C)C)C(C(=O)O)ON Boc-aminooxyacetic acid